S1C=CC2=C1C(OC21CC1)CNC 1-(6'H-spiro[cyclopropane-1,4'-thieno[2,3-c]furan]-6'-yl)-N-methylmethanamine